tert-Butyl 5-((5-cyano-2,3-dihydro-1H-inden-1-yl)amino)-3-cyclopropyl-1H-indazole-1-carboxylate C(#N)C=1C=C2CCC(C2=CC1)NC=1C=C2C(=NN(C2=CC1)C(=O)OC(C)(C)C)C1CC1